1,3-bis(2-mercaptoethylthio)propane-2-ol tert-butyl-(S)-((2'-(3-amino-2-methylphenyl)-3'-chloro-6-methoxy-[2,4'-bipyridin]-5-yl)methyl)((5-oxopyrrolidin-2-yl)methyl)carbamate C(C)(C)(C)[C@@H](C1NC(CC1)=O)N(C(=O)OC(CSCCS)CSCCS)CC=1C=CC(=NC1OC)C1=C(C(=NC=C1)C1=C(C(=CC=C1)N)C)Cl